P(O)(=O)(OP(=O)(O)OP(=O)(O)O)OC[C@@H]1[C@H](C[C@@H](O1)N1C(=O)NC(=O)C=N1)O 6-Aza-2'-deoxyuridine-5'-Triphosphate